N-(4-(3-(6-chloro-4-methyl-2-oxo-1,2-dihydro-quinolin-3-yl)-1-propionyl-4,5-dihydro-1H-pyrazol-5-yl)phenyl)propanamide ClC=1C=C2C(=C(C(NC2=CC1)=O)C1=NN(C(C1)C1=CC=C(C=C1)NC(CC)=O)C(CC)=O)C